5-{4-[2-(5-ethyl-2-pyridyl)-ethoxy]-benzyl}-2-imino-4-thiazolidinone C(C)C=1C=CC(=NC1)CCOC1=CC=C(CC2C(NC(S2)=N)=O)C=C1